OC[C@H](C1=CC=CC=C1)NC1=NC(=NC=C1C1=NC=NO1)NC1=CC2=C(B(OC2(C)C)O)C=C1 (S)-5-((4-((2-hydroxy-1-phenylethyl)amino)-5-(1,2,4-oxadiazol-5-yl)pyrimidin-2-yl)amino)-3,3-dimethylbenzo[c][1,2]oxaborol-1(3H)-ol